CC1(CCNCC1)CN1CC2(C1)CCN(CC2)C=2C=C1CN(C(C1=CC2)=O)[C@@H]2C(NC(CC2)=O)=O (3S)-3-(5-{2-[(4-methylpiperidin-4-yl)methyl]-2,7-diazaspiro[3.5]nonan-7-yl}-1-oxo-3H-isoindol-2-yl)piperidine-2,6-dione